N-[2-[2-(4-fluorophenyl)-2-oxo-ethyl]sulfanylethyl]acetamide FC1=CC=C(C=C1)C(CSCCNC(C)=O)=O